(E)-N-(3-(3-(dimethylamino)-3-oxoprop-1-en-1-yl)phenyl)-N-((4-(3-methyl-1,2,4-oxadiazol-5-yl)bicyclo[2.2.2]oct-1-yl)methyl)cyclohexanecarboxamide CN(C(/C=C/C=1C=C(C=CC1)N(C(=O)C1CCCCC1)CC12CCC(CC1)(CC2)C2=NC(=NO2)C)=O)C